Dimethyl Phosphate P(=O)(OC)(OC)[O-]